C(#N)C=1C=C(C=NC1OC)N1CC2=C(N=CN=C2N[C@@H]2CN(CC2)C(=O)O)CC1 (S)-3-[6-(5-cyano-6-methoxy-pyridin-3-yl)-5,6,7,8-tetrahydro-pyrido[4,3-d]pyrimidin-4-ylamino]-pyrrolidine-1-carboxylic acid